2-(3-(2-cyano-2-(7-methoxy-1H-benzo[d]imidazol-2-yl)vinyl)-2,5-dimethyl-1H-pyrrol-1-yl)-4,5-dimethylfuran-3-carbonitrile C(#N)C(=CC1=C(N(C(=C1)C)C=1OC(=C(C1C#N)C)C)C)C1=NC2=C(N1)C(=CC=C2)OC